NC1=NC=2C(=N1)C1=CC=CC=C1C(C2)=O AMINO-NAPHTH[1,2-D]IMIDAZOL-5-ON